OCCN1CC(OC(C1)CCCCCC(=O)OC(CCCCCCCC)CCCCCCCC)CCCCCC(=O)OC(CCCCCCCC)CCCCCCCC 1-octylnonyl 6-{4-(2-hydroxyethyl)-6-[5-(1-octylnonyloxy carbonyl)pentyl]-2-morpholinyl}hexanoate